3-methylpyridin-2-amine CC=1C(=NC=CC1)N